1-((1R,5S,6s)-6-((4-amino-7-methyl-5-(4-(pyrazin-2-yloxy)phenyl)-7H-pyrrolo[2,3-d]pyrimidin-6-yl)ethynyl)-3-aza-bicyclo[3.1.0]hexan-3-yl)prop-2-en-1-one NC=1C2=C(N=CN1)N(C(=C2C2=CC=C(C=C2)OC2=NC=CN=C2)C#CC2[C@@H]1CN(C[C@H]21)C(C=C)=O)C